NC1=NC=CC(=N1)C(=O)OC methyl 2-aminopyrimidine-4-carboxylate